C1(=CC=CC=C1)C(CC1=NC2=CC=CC=C2C=C1)C1=CC=CC=C1 2-(2,2-diphenylethyl)quinoline